C1[C@@H]([C@H](OC2=CC(=CC(=C21)O)O)C3=CC(=C(C=C3)O)O)OC(=O)C4=CC(=C(C(=C4)O)O)O The molecule is a gallate ester obtained by formal condensation of the carboxy group of gallic acid with the (3S)-hydroxy group of (+)-catechin. It has a role as a metabolite. It is a gallate ester, a polyphenol and a member of flavans. It derives from a (+)-catechin and a gallic acid. It is an enantiomer of a (-)-catechin-3-O-gallate.